7-chloro-6-fluoro-1-methyl-1,2,3,4-tetrahydroquinoline-8-carboxylic acid ClC1=C(C=C2CCCN(C2=C1C(=O)O)C)F